ClC=1C=CC(=C(C1)O)N1N=NN=C1 5-chloro-2-(1H-tetrazol-1-yl)phenol